2-((1r,4r)-4-(methylcarbamoyl)cyclohex-ylamino)-4-(phenylamino)pyrimidine-5-carboxamide CNC(=O)C1CCC(CC1)NC1=NC=C(C(=N1)NC1=CC=CC=C1)C(=O)N